FCCN1C=C(C(C(=C1C)C1=CSC=C1)=O)C(=O)N 1-(2-fluoroethyl)-6-methyl-4-oxo-5-thiophen-3-ylpyridine-3-carboxamide